3-CYANO-4-PROPOXYPHENYLBORONIC ACID C(#N)C=1C=C(C=CC1OCCC)B(O)O